C(C)OC(C(C)SC=1NC2=C(N1)C=CC=C2)=O 2-(benzimidazol-2-ylthio)propionic acid ethyl ester